C1N(CC2=CC=CC=C12)CC1=CC(C(=CO1)OCC1CN(CC1)C(=O)OC(C)(C)C)=O tert-Butyl 3-(((6-(isoindolin-2-ylmethyl)-4-oxo-4H-pyran-3-yl)oxy)methyl)-pyrrolidine-1-carboxylate